C[C@@H]1COCCN1C=1C2=C(N=C(N1)C1=C3C(=NC=C1)NC=C3)C(=CS2)C(C)O 1-(4-((R)-3-methylmorpholino)-2-(1H-pyrrolo[2,3-b]pyridin-4-yl)thieno[3,2-d]pyrimidin-7-yl)ethan-1-ol